(3R,4S)-3-amino-4-(3-boronopropyl)-1-(7H-purin-6-yl)pyrrolidine-3-carboxylic acid N[C@]1(CN(C[C@@H]1CCCB(O)O)C1=C2NC=NC2=NC=N1)C(=O)O